COC1=CC=C(CN(CC(C)N)CC2=CC=C(C=C2)OC)C=C1 N1,N1-bis(4-methoxybenzyl)-1,2-propanediamine